Pentanthiol C(CCCC)S